4-(2,6-dimethylmorpholino)-2-methoxy-N-((5-(thiophen-2-yl)-1,3,4-oxadiazol-2-yl)methyl)benzamide CC1OC(CN(C1)C1=CC(=C(C(=O)NCC=2OC(=NN2)C=2SC=CC2)C=C1)OC)C